3-(methoxycarbonyl)aziridine-2-carboxylic acid COC(=O)C1C(N1)C(=O)O